4-(1H-benzimidazol-2-yl)-1,2,5-oxadiazol-3-amine N1C(=NC2=C1C=CC=C2)C=2C(=NON2)N